(R)-1-(2-(4-(1,3-dioxoisoindolin-2-yl)butoxy)-5-fluorophenyl)ethylcarbamic acid tert-butyl ester C(C)(C)(C)OC(N[C@H](C)C1=C(C=CC(=C1)F)OCCCCN1C(C2=CC=CC=C2C1=O)=O)=O